ClC(CCCCCPC1=C(C=CC=C1)C1=C(C=C(C=C1C(C)C)C(C)C)C(C)C)Cl 2-dichlorohexylphosphino-2',4',6'-triisopropylbiphenyl